1,4-difluoro-2,3,4,5-benzenetetracarboxylic acid FC1=C(C(C(C(=C1)C(=O)O)(C(=O)O)F)C(=O)O)C(=O)O